1-(4-chloro-2-cyanophenyl)-4-{2'-ethoxy-[2,3'-bipyridin]-5-yl}piperidine-4-carboxylic acid ClC1=CC(=C(C=C1)N1CCC(CC1)(C(=O)O)C=1C=CC(=NC1)C=1C(=NC=CC1)OCC)C#N